undecyl alcohol sulfate salt S(=O)(=O)(O)O.C(CCCCCCCCCC)O